CC1=CNC2=NC=CC(=C21)N2CCSC(=C2)C(=O)O 4-(3-methyl-1H-pyrrolo[2,3-b]pyridin-4-yl)-3,4-dihydro-2H-1,4-thiazine-6-carboxylic acid